N,N,5-trimethyl-6,7-dihydro-4H-2-benzothiophen-5-amine hydrochloride Cl.CN(C1(CC=2C(=CSC2)CC1)C)C